7-cyclopropyl-3-[2-(2-cyclopropylpyrimidin-4-yl)-5-(4-fluorophenyl)-1,3-oxazol-4-yl]-2H,3H,7H-pyrrolo[2,3-d]pyrimidin-2-one C1(CC1)N1C=CC=2C1=NC(N(C2)C=2N=C(OC2C2=CC=C(C=C2)F)C2=NC(=NC=C2)C2CC2)=O